diethyl azelaate C(CCCCCCCC(=O)OCC)(=O)OCC